C1(CC1)C#CCOC=1C=C(C=2N(C1)N=CC2C#N)C=2C=NC(=CC2)F 6-((3-cyclopropylprop-2-yn-1-yl)oxy)-4-(6-fluoropyridin-3-yl)pyrazolo[1,5-a]pyridine-3-carbonitrile